C1(CC1)S(=O)(=O)N1N=CC(=C1)C1=NC=CC(=N1)NC1=NC=C(C(=C1)N1CCC2(CCCO2)CC1)C#CC1CN(CC1)C 2-(1-(cyclopropylsulfonyl)-1H-pyrazol-4-yl)-N-(5-((1-methylpyrrolidin-3-yl)ethynyl)-4-(1-oxa-8-azaspiro[4.5]dec-8-yl)pyridin-2-yl)pyrimidin-4-amine